tri(2-hydroxypropyl)ammonium OC(C[NH+](CC(C)O)CC(C)O)C